C1(=CC=CC=C1)CS(=O)(=O)NC1=C(C(=C(C(=C1)C(=O)N1CCC(CC1)C1=CC=C(C=C1)OC=1N=NC(=CC1)C(F)(F)F)C)C)C 1-phenyl-N-(2,3,4-trimethyl-5-(4-(4-((6-(trifluoromethyl)pyridazin-3-yl)oxy)phenyl)-piperidine-1-carbonyl)phenyl)methanesulfonamide